OCCCCCCCCCC1=CC=C2C(=NN(C2=C1)C)N1C(NC(CC1)=O)=O 1-(6-(9-Hydroxynonyl)-1-methyl-1H-indazol-3-yl)dihydropyrimidine-2,4(1H,3H)-dione